C(#N)C1=CC=C2C(=N1)C(=NN2C2=CC=C(C=C2)C(F)(F)F)N2CC(CC2)NC(C=C)=O N-(1-(5-cyano-1-(4-(trifluoromethyl)phenyl)-1H-pyrazolo[4,3-b]pyridin-3-yl)pyrrolidin-3-yl)acrylamide